O=C(CC1=CC=C(OC2=NC=CC=C2C(=O)N)C=C1)NC=1SC(=NN1)C1=CC=CC=C1 2-(4-(2-oxo-2-((5-phenyl-1,3,4-thiadiazol-2-yl)amino)ethyl)phenoxy)pyridine-3-carboxamide